C(C(=O)[O-])(=O)OC([C@@H](N)CC1=CNC2=CC=CC=C12)=O L-tryptophanyl oxalate